1-((1r,3R,5S,7S)-3,5-dimethyladamantan-1-yl)-3-(2-fluoro-4-(((3S)-3-(1-(2-methylbutanoyl)azacyclohexane-4-carbonyl)piperidin-1-yl)methyl)phenyl)urea C[C@]12CC3(CC(C[C@@](C1)(C3)C)C2)NC(=O)NC2=C(C=C(C=C2)CN2C[C@H](CCC2)C(=O)C2CCN(CC2)C(C(CC)C)=O)F